FC(C=1C=NC(=NC1)NC(C)=O)(F)F N-(5-(trifluoromethyl)pyrimidin-2-yl)acetamide